4-[1-(2-bromobenzyl)-1H-pyrazol-4-yl]-1H-pyrrolo[2,3-b]pyridine BrC1=C(CN2N=CC(=C2)C2=C3C(=NC=C2)NC=C3)C=CC=C1